C(C)OC(=O)C1=C(C2=C(C=N1)N=CS2)O 7-hydroxy[1,3]thiazolo[4,5-c]pyridine-6-carboxylic acid ethyl ester